P(=O)(OC[N+]1(CCN(CC1)C1=CC=CC=2SC=CC21)CCCCOC2=CC=C1C=CC(NC1=C2)=O)(OCCN2CCOCC2)[O-] (4-(benzo[b]thiophen-4-yl)-1-(4-((2-oxo-1,2-dihydroquinolin-7-yl)oxy)butyl)piperazin-1-ium-1-yl)methyl (2-morpholinoethyl) phosphate